2-methyl-5-(4-methylpiperazin-1-yl)-N-[(1R)-1-(4-piperazin-1-ylphenyl)ethyl]Benzamide CC1=C(C(=O)N[C@H](C)C2=CC=C(C=C2)N2CCNCC2)C=C(C=C1)N1CCN(CC1)C